N-(3',5'-di-tert-butyl-1,1'-biphenyl-4-yl)-9,9-dimethyl-9H-fluoren-2-amine C(C)(C)(C)C=1C=C(C=C(C1)C(C)(C)C)C1=CC=C(C=C1)NC1=CC=2C(C3=CC=CC=C3C2C=C1)(C)C